BrC=1C=C(C=CC1O)C/1OC2=CC=CC=C2C(\C1=C/NC(C)(C)C)=O (Z)-2-(3-bromo-4-hydroxyphenyl)-3-((tert-butylamino)methylene)chroman-4-one